FS(C=1C=C(C=C(C1)C(F)(F)F)C1=NN(C=N1)\C=C(/C(=O)N)\C=1C=NC=NC1)(F)(F)(F)F (Z)-3-(3-(3-(pentafluoro-sulfaneyl)-5-(trifluoromethyl)phenyl)-1H-1,2,4-triazol-1-yl)-2-(pyrimidin-5-yl)acrylamide